P(OCCC#N)(OCCC#N)[O-] di(2-cyanoethyl) phosphite